[4-Fluoro-3-(7-morpholin-4-yl-pyrido[3,2-d]-pyrimidin-4-yl)-phenyl]-(3-methyl-pyrazin-2-yl)-methanol FC1=C(C=C(C=C1)C(O)C1=NC=CN=C1C)C=1C2=C(N=CN1)C=C(C=N2)N2CCOCC2